2-(2-((4-((S)-2-(4-chloro-2-fluorophenyl)-2-methylbenzo[d][1,3]dioxol-4-yl)piperidin-1-yl)methyl)-4-ethyl-1-(((S)-oxetan-2-yl)methyl)-1H-imidazol-5-yl)oxazole-4-carboxylic acid ClC1=CC(=C(C=C1)[C@@]1(OC2=C(O1)C=CC=C2C2CCN(CC2)CC=2N(C(=C(N2)CC)C=2OC=C(N2)C(=O)O)C[C@H]2OCC2)C)F